Cl.ClC1=CC=C(C=C1)C1=CC=C(N1C1=C(C=CC=C1)C(F)(F)F)C1=CC=C(C(=O)NCCN2CCNCC2)C=C1 4-[5-(4-chlorophenyl)-1-[2-(trifluoromethyl)phenyl]pyrrol-2-yl]-N-(2-piperazin-1-ylethyl)benzamide hydrochloride